3,4-diamino-1-fluorobenzene NC=1C=C(C=CC1N)F